8-chloro-11-(3-(4-chloro-3,5-dimethylphenoxy)propyl)-7-(1,3,5-trimethyl-1H-pyrazol-4-yl)-2,3,4,5-tetrahydro-1H-[1,4]diazepino[1,2-a]indol-1-one ClC=1C=CC=2C(=C3N(C2C1C=1C(=NN(C1C)C)C)CCCNC3=O)CCCOC3=CC(=C(C(=C3)C)Cl)C